N-cyanosulfilimine compound with (diacetoxyiodo)benzene C(C)(=O)OI(OC(C)=O)C1=CC=CC=C1.C(#N)N=[SH2]